CN(C)CCC(C(=O)N)=C 2-(N,N-dimethylamino)ethylacrylamide